C(C1=CC=CC=C1)N1N=CC(=C1)CBr 1-benzyl-4-(bromomethyl)-1H-pyrazole